ClC1=C(C=C2C=C(NC2=C1)C1=CC(=NC=C1)C)C=1C=NC=C(C1)OC 6-chloro-5-(5-methoxypyridin-3-yl)-2-(2-methylpyridin-4-yl)-1H-indole